ClC=1C=CC(=C(C1)C1=CC(=C(N=N1)SCC=1C=C(C(=O)OC)C=CC1)NC1=CC(=NC=C1)NC(CCN1CCN(CC1)C)=O)F methyl 3-({[6-(5-chloro-2-fluorophenyl)-4-({2-[3-(4-methylpiperazin-1-yl)propanamido]pyridin-4-yl}amino)pyridazin-3-yl]sulfanyl}methyl)benzoate